zinc bis(2-methyl-8-quinolinolate) CC1=NC2=C(C=CC=C2C=C1)[O-].CC1=NC2=C(C=CC=C2C=C1)[O-].[Zn+2]